OC(CNC(C(=O)O)C)O N-dihydroxyethyl-2-amino-propionic acid